4-((7-chloroimidazo[4,5-b]pyridin-3-yl)methyl)phenylboronic acid ClC1=C2C(=NC=C1)N(C=N2)CC2=CC=C(C=C2)B(O)O